FC=1C=C(C=CC1)C=1SC=C(N1)S(=O)(=O)C1=CC=C(C=C1)CNC(=O)C=1C=CC=2N(C1)C=CN2 N-({4-[2-(3-fluorophenyl)-1,3-thiazole-4-sulfonyl]phenyl}methyl)imidazo[1,2-a]pyridine-6-carboxamide